N(=[N+]=[N-])CCOCCOCCNC(=O)C1=C(N(C2=CC(=CC=C12)OC)C)C(=O)N1CCN(CC1)C([C@@H](NC([C@H](C)NC)=O)C1CCCCC1)=O N-(2-(2-(2-azidoethoxy)ethoxy)ethyl)-2-(4-((S)-2-cyclohexyl-2-((S)-2-(methylamino)propanamido)-acetyl)piperazine-1-carbonyl)-6-methoxy-1-methyl-1H-indole-3-carboxamide